4,4'-(thiazolo[5,4-d]thiazol-2,5-diyl)dibenzoaldehyde S1C(=NC2=C1N=C(S2)C2=CC=C(C=O)C=C2)C2=CC=C(C=O)C=C2